OC=1C=C(C=CC1O)CCC(=O)O 3-(3',4'-dihydroxyphenyl)propionic acid